Boc-L-alanine methyl ester COC([C@@H](NC(=O)OC(C)(C)C)C)=O